6-((1R,3r,5S,6r)-6-(1-ethyl-3-(pyridin-2-yl)-1H-pyrazol-5-yl)bicyclo[3.1.0]hexan-3-yl)-2-thia-6-azaspiro[3.4]octane 2,2-dioxide C(C)N1N=C(C=C1C1[C@H]2CC(C[C@@H]12)N1CC2(CS(C2)(=O)=O)CC1)C1=NC=CC=C1